6-[3-chloro-4-(3-hydroxy-2-methylpropoxy)-5-methylphenyl]-5-methyl-4,5-dihydro-2H-pyridazin-3-one ClC=1C=C(C=C(C1OCC(CO)C)C)C=1C(CC(NN1)=O)C